DIBENZOYLMETHANE C(C1=CC=CC=C1)(=O)CC(C1=CC=CC=C1)=O